Cl.NC/C(/COC=1C=C2CCN(C(C2=CC1)=O)CCP(=O)(OCC)OCC)=C\F 6-[(E)-2-(aminomethyl)-3-fluoro-allyl-oxy]-2-(2-diethoxyphosphorylethyl)-3,4-dihydroisoquinoline-1-one hydrochloride